tert-butyl (S)-2-(((8-((tert-butoxycarbonyl)(2-(trifluoromethoxy)benzyl)amino)-3-isopropylimidazo[1,2-b]pyridazin-6-yl)amino)methyl)morpholine-4-carboxylate C(C)(C)(C)OC(=O)N(C=1C=2N(N=C(C1)NC[C@H]1CN(CCO1)C(=O)OC(C)(C)C)C(=CN2)C(C)C)CC2=C(C=CC=C2)OC(F)(F)F